tert-butyl (2-bromo-5-cyclopropoxypyridin-4-yl)carbamate BrC1=NC=C(C(=C1)NC(OC(C)(C)C)=O)OC1CC1